butyl N-[5-[(1S)-1-(tert-butoxycarbonylamino)ethyl]-1-pyrimidin-2-yl-1,2,4-triazol-3-yl]carbamate C(C)(C)(C)OC(=O)N[C@@H](C)C1=NC(=NN1C1=NC=CC=N1)NC(OCCCC)=O